2-(4,4-difluoro-1-piperidyl)-6-ethynyl-4-methyl-pyridine FC1(CCN(CC1)C1=NC(=CC(=C1)C)C#C)F